C(C)C1(OC=C(C1=O)O)C Ethyl-4-hydroxy-2-methyl-3(2H)-furanone